6-(azidomethyl)-4-methoxypicolinaldehyde N(=[N+]=[N-])CC1=CC(=CC(=N1)C=O)OC